butAn CCCC